2-(4-bromophenyl)propionic acid BrC1=CC=C(C=C1)C(C(=O)O)C